methyltris(methacryloxy)silane C[Si](OC(C(=C)C)=O)(OC(C(=C)C)=O)OC(C(=C)C)=O